C1(=CC=CC=C1)C(=C)C=1OC=CC1 2-(1-phenylvinyl)furan